[C@@H]12NC[C@@H]([C@H](C1)N1N=CC(=C1)NC1=NC=C(C(=N1)OC1CC1)C(=O)NC1=C(C=CC=C1Cl)Cl)C2 2-({1-[(1S,4S,5S)-2-azabicyclo[2.2.1]heptan-5-yl]-1H-pyrazol-4-yl}amino)-4-cyclopropoxy-N-(2,6-dichlorophenyl)pyrimidine-5-carboxamide